4-((2r,6r)-4-iodo-6-methyltetrahydro-2H-pyran-2-yl)-1-cyclopropyl-1H-pyrazole IC1C[C@@H](O[C@@H](C1)C)C=1C=NN(C1)C1CC1